tetraphenylspiro[benzo[b]fluorene-11,9'-fluorene] C1(=CC=CC=C1)C1=C(C(=C(C=2C3(C4=CC=CC=C4C12)C=1C=CC=CC1C=1C=C2C(=CC13)C=CC=C2)C2=CC=CC=C2)C2=CC=CC=C2)C2=CC=CC=C2